COC1=C(CN(C=2OC3=C(C=NC=C3[C@@]3(C[C@@H](OCC3)C(=O)N3[C@H](C4=C(C=C(C=C4CC3)Cl)Cl)C)O)N2)CC2=C(C=C(C=C2)OC)OC)C=CC(=C1)OC |&1:14,16| ((2RS,4RS)-4-(2-(bis(2,4-dimethoxybenzyl)amino)oxazolo[4,5-c]pyridin-7-yl)-4-hydroxytetrahydro-2H-pyran-2-yl)((S)-6,8-dichloro-1-methyl-3,4-dihydroisoquinolin-2(1H)-yl)methanone